C(CC(C)C)[N+]1(CCCC1)C N-isopentyl-N-methyl-pyrrolidinium